C(C)(C)(C)OC(=O)N1[C@@H](CNCC1)CO (2S)-2-(hydroxymethyl)piperazine-1-carboxylic acid tert-butyl ester